FC1=C(C(=O)OC(C)(C)C)C(=CC(=C1F)C)OCOC Tert-Butyl 2,3-difluoro-6-(methoxymethoxy)-4-methylbenzoate